CNC(C1=NC=C(C=C1)N1CC(N(CC1)CC=1C=NC=2C(=C(C(NC2C1)=O)C(F)(F)F)C)C(F)(F)F)=O N-methyl-5-(4-((8-methyl-6-oxo-7-(trifluoromethyl)-5,6-dihydro-1,5-naphthyridin-3-yl)methyl)-3-(trifluoromethyl)piperazin-1-yl)picolinamide